2-(n-butyl)-2-ethyl-1,3-pentanediol C(CCC)C(CO)(C(CC)O)CC